(4R)-4-(4-chloro-1,3-benzoxazol-2-yl)-1,4,6,7-tetrahydroimidazo[4,5-c]pyridin ClC1=CC=CC2=C1N=C(O2)[C@@H]2NCCC1=C2N=CN1